4-((4-phenoxyphenyl)amino)pyridin O(C1=CC=CC=C1)C1=CC=C(C=C1)NC1=CC=NC=C1